2-((4-(2-(5-chloropyridin-2-yl)-2-methylbenzo[d][1,3]dioxolan-4-yl)piperidin-1-yl)methyl)-4-benzyloxy-1-(((S)-oxetan-2-yl)methyl)-1H-benzo[d]imidazole-6-carboxylic acid ClC=1C=CC(=NC1)C1(OC2=C(O1)C=CC=C2C2CCN(CC2)CC2=NC1=C(N2C[C@H]2OCC2)C=C(C=C1OCC1=CC=CC=C1)C(=O)O)C